2-(3-(3,3-difluoro-1-((4-methyl-4H-1,2,4-triazol-3-yl)methyl)cyclobutyl)phenyl)-6-((2R,6R)-6-ethylpiperidin-2-yl)-4-(trifluoromethyl)isoindolin-1-one FC1(CC(C1)(CC1=NN=CN1C)C=1C=C(C=CC1)N1C(C2=CC(=CC(=C2C1)C(F)(F)F)[C@@H]1N[C@@H](CCC1)CC)=O)F